2-[7-(piperidin-4-yl)-5H-pyrrolo[3,2-c]pyridazin-3-yl]-5-(1H-pyrazol-4-yl)phenol hydrochloride Cl.N1CCC(CC1)C1=CNC2=C1N=NC(=C2)C2=C(C=C(C=C2)C=2C=NNC2)O